3-(3-chloro-2-methoxyanilino)-2-(3-{[(2S)-1-methylazetidin-2-yl]methoxy}pyridin-4-yl)-1,5,6,7-tetrahydro-4H-pyrrolo[3,2-c]pyridin-4-one ClC=1C(=C(NC2=C(NC3=C2C(NCC3)=O)C3=C(C=NC=C3)OC[C@H]3N(CC3)C)C=CC1)OC